C(C)(C)(C)C1=C(C=CC(=C1)C)O 2-tertiary butyl-4-methylphenol